IC1=C2C(=NC(=C1)N1[C@@H](COCC1)C)N(N=C2)C2=CC=NN2COCC[Si](C)(C)C 2-[[5-[4-iodo-6-[(3R)-3-methylmorpholin-4-yl]pyrazolo[3,4-b]pyridin-1-yl]pyrazol-1-yl]methoxy]ethyl-trimethyl-silane